(1S,4S,5R)-5-[[3-(2-chloro-6-methylphenyl)-5-(1-fluorocyclopropyl)-1,2-oxazol-4-yl]methoxy]-2-azabicyclo[2.2.1]heptane-2-carboxylic acid benzyl ester C(C1=CC=CC=C1)OC(=O)N1[C@@H]2C[C@H]([C@H](C1)C2)OCC=2C(=NOC2C2(CC2)F)C2=C(C=CC=C2C)Cl